C(=O)O.C(CCCCCCCC)C1CC1 (1RS,2SR)-2-nonylcyclopropane formate